N1(N=CN=C1)CCCNC1=C(C=C(C=C1)NC(C(F)(F)F)C1=CC=CC=C1)F N1-(3-(1H-1,2,4-triazol-1-yl)propyl)-2-fluoro-N4-(2,2,2-trifluoro-1-phenylethyl)benzene-1,4-diamine